N-(trimethylsilyl)-2,3,3,3-tetrachloropropionamide C[Si](NC(C(C(Cl)(Cl)Cl)Cl)=O)(C)C